CN(C)\C=N\C1=CC(=C(OC=2N=C(SC2C2=NC(=NC=C2)N[C@@H]2CN(C[C@H](C2)F)C(=O)OC(C)(C)C)C)C=C1)F tert-butyl (3S,5S)-3-[[4-[4-[4-[(E)-dimethylaminomethyleneamino]-2-fluoro-phenoxy]-2-methyl-thiazol-5-yl]pyrimidin-2-yl]amino]-5-fluoro-piperidine-1-carboxylate